ClC=1C=NN(C(C1Cl)=O)[C@H](C(=O)NC1=CC2=C(N(CCN(S2(=O)=O)C)C)C=C1)C (S)-2-(4,5-dichloro-6-oxopyridazin-1(6H)-yl)-N-(2,5-dimethyl-1,1-dioxido-2,3,4,5-tetrahydrobenzo[f][1,2,5]thiadiazepin-8-yl)propanamide